7-(3,3-difluorocyclobutyl)-5-fluoro-2-(((3S,4R)-3-hydroxytetrahydro-2H-pyran-4-yl)amino)pyrrolo[2,1-f][1,2,4]triazine-6-carbonitrile FC1(CC(C1)C1=C(C(=C2C=NC(=NN21)N[C@H]2[C@@H](COCC2)O)F)C#N)F